(2S)-2-amino-2-methyl-3-phenyl-propanoic acid N[C@](C(=O)O)(CC1=CC=CC=C1)C